ClC1=NC=C(C(=C1)C1=C(C=NC(=C1)C)C(=O)NC=1SC2=C(N1)CN(C2)C(=O)C2=CC(=NC=1N2N=CC1)C)OC 2'-chloro-5'-methoxy-6-methyl-N-(5-(5-methylpyrazolo[1,5-a]pyrimidine-7-carbonyl)-5,6-dihydro-4H-pyrrolo[3,4-d]thiazol-2-yl)-[4,4'-bipyridine]-3-carboxamide